bis(4,6-di-t-butylphenyl) phosphonate P(OC1=CC=C(C=C1C(C)(C)C)C(C)(C)C)(OC1=CC=C(C=C1C(C)(C)C)C(C)(C)C)=O